N-hydroxy-m-difluorobenzimidoyl chloride ON=C(C1(CC(=CC=C1)F)F)Cl